N-(4-(3-hydroxypyrrolidin-1-yl)phenyl)-4-((8-methyl-2,3-dihydro-1H-pyrido[2,3-b][1,4]oxazin-7-yl)amino)-2-oxo-1,2-dihydropyridine-3-carboxamide OC1CN(CC1)C1=CC=C(C=C1)NC(=O)C=1C(NC=CC1NC1=C(C2=C(OCCN2)N=C1)C)=O